C(C)N(C(CCCCCCCCC)CCCCCCCCCC=CCC=CCCCCC)C N-ethyl-N-methylnonacosa-20,23-dien-10-amine